7β-hydroxy-3-oxo-5β-cholanoic acid O[C@@H]1[C@H]2[C@@H]3CC[C@H]([C@@H](CCC(=O)O)C)[C@]3(CC[C@@H]2[C@]2(CCC(C[C@H]2C1)=O)C)C